ClC1=CC=C2C(=CCSC2=C1Cl)C=1N=CNC1 4-(7,8-dichloro-2H-thiochromen-4-yl)-1H-imidazole